4-(1-toluenesulfonyl-1H-pyrrolo[2,3-b]pyridin-5-yl)morpholine C(C1=CC=CC=C1)S(=O)(=O)N1C=CC=2C1=NC=C(C2)N2CCOCC2